(S)-7-((2-amino-5-fluoropyrimidin-4-yl)methyl)-6-chloro-4-(cyclopropylethynyl)-4-(trifluoromethyl)-3,4-dihydro-quinazolin-2(1H)-one NC1=NC=C(C(=N1)CC1=C(C=C2[C@](NC(NC2=C1)=O)(C(F)(F)F)C#CC1CC1)Cl)F